C(=O)(O)CCS(=O)(=O)O carboxyethyl-sulfonic acid